t-butylalcohol potassium [K].C(C)(C)(C)O